cis-2-Amino-2-methylcyclohexanecarboxylic acid hydrochloride C[C@]1(CCCC[C@@H]1C(=O)O)N.Cl